2-(7-fluoro-6-methoxy-1,5-naphthyridin-4-yl)-3-iodo-1H,5H,6H,7H-pyrrolo[3,2-c]pyridin-4-one FC1=C(N=C2C(=CC=NC2=C1)C1=C(C=2C(NCCC2N1)=O)I)OC